ClC1=C(C=CC(=C1)C)C=1C=C(C2=C(NC(=N2)CC2=CC=C(C=C2)Cl)C1)C(=O)O 6-(2-chloro-4-methylphenyl)-2-[(4-chlorophenyl)methyl]-1H-benzimidazole-4-carboxylic acid